N1(CCOCC1)C1=NC(=NC(=N1)N1CCOCC1)NC1=CC=C(C=C1)[N+](=O)[O-] 4,6-di-4-morpholinyl-N-(4-nitrophenyl)-1,3,5-triazin-2-amine